[Al].[Zr].[Si].[Al] aluminum silicon-zirconium-aluminum